5'-((3-((tert-butoxycarbonyl)amino)propyl)carbamoyl)-2',6-bis(hexyloxy)-[1,1'-biphenyl] C(C)(C)(C)OC(=O)NCCCNC(=O)C=1C=CC(=C(C1)C1=CC=CC=C1OCCCCCC)OCCCCCC